9-((4,4-bis(((Z)-oct-5-en-1-yl)oxy)butanoyl)oxy)-5-(((3-(diethylamino)propoxy)carbonyl)oxy)nonyl (9Z,12Z)-octadeca-9,12-dienoate C(CCCCCCC\C=C/C\C=C/CCCCC)(=O)OCCCCC(CCCCOC(CCC(OCCCC\C=C/CC)OCCCC\C=C/CC)=O)OC(=O)OCCCN(CC)CC